C(C)OC(CCCO[SiH2]O[SiH2]OCCCC(OCC)(OCC)OCC)(OCC)OCC tri(ethoxy)-n-butoxysilyl ether